C(#N)C=1N=C2C(=CC(N(C2=CC1)C)=O)N1[C@@H](CN(CC1)C(=O)OC(C)(C)C)C(C)C tert-butyl (R)-4-(6-cyano-1-methyl-2-oxo-1,2-dihydro-1,5-naphthyridin-4-yl)-3-isopropylpiperazine-1-carboxylate